FC(C1=C(C=C(C=C1)C1CC2(CNC2)CC1)C)F 6-(4-(Difluoromethyl)-3-methylphenyl)-2-azaspiro[3.4]octan